2-hydroxymethyl-p-phenylenediamine OCC1=C(C=CC(=C1)N)N